BrC1=CC2=C(C(=N1)NC=1C(=C(C(=C(C(=O)NC3(CC3)C(F)F)C1)F)F)F)N(C=N2)C(C)C 5-((6-bromo-3-isopropyl-3H-imidazo[4,5-c]pyridin-4-yl)amino)-N-(1-(difluoromethyl)cyclopropyl)-2,3,4-trifluoro-benzamide